C1=NC=CN2N=C3C=CC=CC3=C21 pyrazino[1,2-b]indazol